N-(2,6-dimethylphenyl)-N'-(2,4,6-trimethylphenyl)thiourea CC1=C(C(=CC=C1)C)NC(=S)NC1=C(C=C(C=C1C)C)C